NC1=CC=CC(=N1)S(=O)(=O)NC(=O)C=1C(=NC(=CC1)C1=C(C=CC(=C1)OCC(C)C)F)N1[C@H](CC[C@H]1C)C N-[(6-Amino-2-pyridyl)sulfonyl]-2-[(2S,5R)-2,5-dimethylpyrrolidin-1-yl]-6-(2-fluoro-5-isobutoxyphenyl)pyridin-3-carboxamid